7-[2-(2-methylpropoxy)ethoxy]-4-oxo-3H,4H-pyrido[2,3-d]pyrimidin CC(COCCOC=1C=CC2=C(N=CNC2=O)N1)C